NC1=NC2=C(C=3N1N=C(N3)C3=NC=CC=C3)C(=C(N2CCN2CCN(CCC2)C2=C(C=CC(=C2)C=2OC=CN2)F)C(=O)OC)C methyl 5-amino-7-(2-(4-(2-fluoro-5-(oxazol-2-yl) phenyl)-1,4-diazepan-1-yl) ethyl)-9-methyl-2-(pyridin-2-yl)-7H-pyrrolo[3,2-e][1,2,4]triazolo[1,5-c]pyrimidine-8-carboxylate